1-(5-(4-nitrophenyl)-1H-pyrazol-3-yl)benzene-1,4-diamine [N+](=O)([O-])C1=CC=C(C=C1)C1=CC(=NN1)C1(CC=C(C=C1)N)N